OC[C@H](C1=CC=CC=C1)NC1=NC(=NC=C1C(=O)O)NC1=CC2=C(B(OC2(C)C)O)C=C1 (S)-4-((2-hydroxy-1-phenylethyl)amino)-2-((1-hydroxy-3,3-dimethyl-1,3-dihydrobenzo[c][1,2]oxaborol-5-yl)amino)pyrimidine-5-carboxylic acid